3-(4-{6-[2-(5-Fluoro-2,7-dimethyl-benzo[b]thiophen-3-yl)-ethylamino]-pyrimidin-4-yl}-phenyl)-[1,2,4]oxadiazol-5(4H)-one FC1=CC2=C(SC(=C2CCNC2=CC(=NC=N2)C2=CC=C(C=C2)C2=NOC(N2)=O)C)C(=C1)C